N-chloroacetyl-D-tyrosine ClCC(=O)N[C@H](CC1=CC=C(C=C1)O)C(=O)O